bis(3-cyclohexyl-2-hydroxyphenyl)-3-hydroxyphenyl-methane C1(CCCCC1)C=1C(=C(C=CC1)C(C1=CC(=CC=C1)O)C1=C(C(=CC=C1)C1CCCCC1)O)O